3-phenyl-2-phenyl-4[3H]quinazolinone C1(=CC=CC=C1)N1C(=NC2=CC=CC=C2C1=O)C1=CC=CC=C1